FC1=C(C=CC=C1[C@@H]1NOCC1)C1=CC(=CC=C1)F (R)-3-(2,3'-difluoro-[1,1'-biphenyl]-3-yl)isoxazolidine